O=C1NC(CCC1N1C(C2=CC(=C(C=C2C1=O)N1CCC(CC1)C=O)F)=O)=O 1-(2-(2,6-dioxopiperidin-3-yl)-6-fluoro-1,3-dioxoisoindolin-5-yl)piperidin-4-carbaldehyde